C(C)(C)(C)C=1C=C(C=C(C1)C(C)(C)C)CCCO 3-(3,5-di-tert-butylphenyl)propanol